C1(CCC1)N1C2CC(CC1CC2)N2CCC(CC2)C=2C=C(C1=C(N(C(=N1)C1=CC=C(C=C1)S(=O)(=O)C)C)C2)C 6-(1-(8-Cyclobutyl-8-azabicyclo[3.2.1]octan-3-yl)piperidin-4-yl)-1,4-dimethyl-2-(4-(methylsulfonyl)phenyl)-1H-benzo[d]imidazol